3-(5-carboxypentyl)-1,1-dimethyl-1,3-dihydro-2H-benzo[e]indol C(=O)(O)CCCCCN1CC(C=2C3=C(C=CC12)C=CC=C3)(C)C